C(C)N(C(C)=O)C=1N=C(N2C1[C@H](N(CC2)C(C2=CC=C(C=C2)F)=O)C)C2=NC(=NS2)C (R)-N-Ethyl-N-(7-(4-fluorobenzoyl)-8-methyl-3-(3-methyl-1,2,4-thiadiazol-5-yl)-5,6,7,8-Tetrahydroimidazo[1,5-a]pyrazin-1-yl)acetamide